butyl 2-methyl-4-[methyl(6-[4-[1-(oxan-2-yl)pyrazol-4-yl]-1H-indol-7-yl]pyridazin-3-yl)amino]piperidine-1-carboxylate CC1N(CCC(C1)N(C=1N=NC(=CC1)C=1C=CC(=C2C=CNC12)C=1C=NN(C1)C1OCCCC1)C)C(=O)OCCCC